N1C=C(C2=CC=CC=C12)CC[C@H]1N(CCC2=CC(=C(C=C12)OC)OC)CC(F)(F)F (R)-1-(2-(1H-indol-3-yl)ethyl)-6,7-dimethoxy-2-(2,2,2-trifluoroethyl)-1,2,3,4-tetrahydroisoquinoline